4-[3-[2,6-dichloro-4-(6-oxo-2-azaspiro[3.3]heptan-2-yl)benzoyl]-2,4-dihydro-1,3-benzoxazin-8-yl]-5-fluoro-2-(3-oxa-8-azabicyclo[3.2.1]oct-8-yl)benzoic acid methyl ester COC(C1=C(C=C(C(=C1)F)C1=CC=CC=2CN(COC21)C(C2=C(C=C(C=C2Cl)N2CC1(C2)CC(C1)=O)Cl)=O)N1C2COCC1CC2)=O